FC(CN1N=CC(=C1)C1=NC=CC(=C1)NC1=NC=C(C(=N1)NC1CCC(CC1)(O)C)C1=NN(C(=C1)C(F)(F)F)C)F (1s,4s)-4-((2-((2-(1-(2,2-Difluoroethyl)-1H-pyrazol-4-yl)pyridin-4-yl)amino)-5-(1-methyl-5-(trifluoromethyl)-1H-pyrazol-3-yl)pyrimidin-4-yl)amino)-1-methylcyclohexan-1-ol